FC1=CC(=C(C=C1)OS(=O)(=O)C)C=O Methanesulfonic acid 4-fluoro-2-formylphenyl ester